C[C@@H]1O[C@@H](CN(C1)C1=CC=CC(=N1)C1=NC2=CC(=NC=C2C=C1)CNC(C1=CC(=C(C=C1)C)N1CC(CC1)O)=O)C N-((2-(6-((cis)-2,6-dimethylmorpholino)pyridin-2-yl)-1,6-naphthyridin-7-yl)methyl)-3-(3-hydroxypyrrolidin-1-yl)-4-methylbenzamide